C(C1=CC=CC=C1)[C@H]1[C@H]2[C@]3(NC[C@@H]1C[C@H]3CN2CCC(=O)OC(C)(C)C)C(NCC2=CC=CC=C2)=O |o1:7,8,9,12,14| tert-butyl 3-((3S*,3aS*,6R*,7R*,7aS*)-7-benzyl-3a-(benzylcarbamoyl)octahydro-1H-3,6-methanopyrrolo[3,2-b]pyridin-1-yl)propanoate